N1(C=NC=C1)C(=S)N1C[C@@H](CCC1)NC(OC(C)(C)C)=O (R)-tert-butyl (1-(1H-imidazole-1-carbonothioyl)piperidin-3-yl)carbamate